N-(5-(3,5-difluorobenzyl)-1H-indazol-3-yl)-4-(4-(1-(4-(2,6-dioxopiperidin-3-yl)-3-fluorobenzyl)piperidin-4-yl)piperazin-1-yl)-2-((tetrahydro-2H-pyran-4-yl)amino)benzamide FC=1C=C(CC=2C=C3C(=NNC3=CC2)NC(C2=C(C=C(C=C2)N2CCN(CC2)C2CCN(CC2)CC2=CC(=C(C=C2)C2C(NC(CC2)=O)=O)F)NC2CCOCC2)=O)C=C(C1)F